(1R,5S)-3-[5-chloro-1-(1-cyclopropylpyrazol-4-yl)indazol-6-yl]-8-(2,6-dimethyl-3-pyridyl)-3-azabicyclo[3.2.1]octan-8-ol ClC=1C=C2C=NN(C2=CC1N1C[C@H]2CC[C@@H](C1)C2(O)C=2C(=NC(=CC2)C)C)C=2C=NN(C2)C2CC2